O1CCOC12CCC(CC2)C2CCNCC2 4-(1,4-dioxaspiro[4.5]dec-8-yl)piperidine